Nervonyl-carnitine C(CCCCCCCCCCCCC\C=C/CCCCCCCC)C(O)(C[N+](C)(C)C)CC([O-])=O